C(C)(C)(C)OC(=O)N1C[C@@H](CC1)NC1CCCCC1 (R)-3-(cyclohexylamino)pyrrolidine-1-carboxylic acid tert-butyl ester